ClC1=C(C(=CC=C1)Cl)C1=CC2=C(N=C(N=C2)NC2=CC=C(C=C2)N(C)C)OC1=O 6-(2,6-dichlorophenyl)-2-((4-(dimethylamino)phenyl)amino)-7H-pyrano[2,3-d]pyrimidin-7-one